CC1=C(C(CC1)=O)CCCCC 3-Methyl-2-pentyl-2-cyclopenten-1-on